1-[4-methoxypiperidinamido] (2E,4E,6E,8E,10E,12E,14E,16Z,18E)-4,8,13,17-tetramethylicosa-2,4,6,8,10,12,14,16,18-nonaenedioate C/C(/C=C/C(=O)ONC(=O)N1CCC(CC1)OC)=C\C=C\C(=C\C=C\C=C(\C=C\C=C(/C=C/C(=O)[O-])\C)/C)\C